N-(4-((5-chloro-2-((4-fluoro-2-methoxy-5-nitrophenyl)amino)pyrimidin-4-yl)amino)-3-methoxyphenyl)acetamide ClC=1C(=NC(=NC1)NC1=C(C=C(C(=C1)[N+](=O)[O-])F)OC)NC1=C(C=C(C=C1)NC(C)=O)OC